C(CCC)[C@H]1N(S(C2=C(N(C1)C1=CC=CC=C1)C=C(C(=C2)C(=O)OC)N(C)C)(=O)=O)CC2=CC=C(C=C2)OC Methyl (R)-3-butyl-7-(dimethylamino)-2-(4-methoxybenzyl)-5-phenyl-2,3,4,5-tetrahydro-1,2,5-benzothiadiazepine-8-carboxylate 1,1-dioxide